C(N)(=N)C1=CC=C(CNC(=O)C=2C=NN(C2)CC2=CC=C(C=C2)C(C)C#N)C=C1 N-(4-carbamimidoylbenzyl)-1-(4-(1-cyanoethyl)benzyl)-1H-pyrazole-4-carboxamide